5-((7-(5-((5-fluoro-2'-(prop-1-en-2-yl)-[1,1'-biphenyl]-2-yl)oxy)pyrimidin-4-yl)-2,7-diazaspiro[4.4]nonan-2-yl)methyl)-1,3-dihydro-2H-benzo[d]imidazol-2-one FC=1C=CC(=C(C1)C1=C(C=CC=C1)C(=C)C)OC=1C(=NC=NC1)N1CC2(CCN(C2)CC2=CC3=C(NC(N3)=O)C=C2)CC1